Isostearic acid anion C(CCCCCCCCCCCCCCC(C)C)(=O)[O-]